3,5-difluoro-benzaldehyde FC=1C=C(C=O)C=C(C1)F